2-[3-(2,4-dioxohexahydropyrimidin-1-yl)-4-methyl-phenoxy]-N-[[1-(4-piperidylmethyl)-4-piperidyl]methyl]acetamide O=C1N(CCC(N1)=O)C=1C=C(OCC(=O)NCC2CCN(CC2)CC2CCNCC2)C=CC1C